4-((1R,5S)-3,8-diazabicyclo[3.2.1]octan-3-yl)-2-(2,6-dioxopiperidin-3-yl)-6-fluoroisoindoline-1,3-dione [C@H]12CN(C[C@H](CC1)N2)C2=C1C(N(C(C1=CC(=C2)F)=O)C2C(NC(CC2)=O)=O)=O